4-(1H-Triazol-5-yl)-1-[3-[4-(2,2,2-trifluoro-1,1-dimethyl-ethoxy)phenyl]azetidin-1-yl]butan-1-one N1N=NC=C1CCCC(=O)N1CC(C1)C1=CC=C(C=C1)OC(C(F)(F)F)(C)C